C(#N)C1=CC=C(C=C1)C1CCN(CC1)C(=O)C1=CC(=NN1C)NC(C1=CN=C(C=C1)NC(C)C)=O N-(5-(4-(4-cyanophenyl)piperidine-1-carbonyl)-1-methyl-1H-pyrazol-3-yl)-6-(isopropylamino)nicotinamide